(4S)-4-({(1S)-2-[4,6-bis(trifluoromethyl)-1,3,5-triazin-2-yl]-6-chloro-2,3,4,9-tetrahydro-1H-pyrido[3,4-b]indol-1-yl}methyl)-1,3-dioxolane-2-thione FC(C1=NC(=NC(=N1)C(F)(F)F)N1[C@H](C=2NC3=CC=C(C=C3C2CC1)Cl)C[C@@H]1OC(OC1)=S)(F)F